C(C)(C)(C)C=1C=CC=2N(C3=CC=C(C=C3C2C1)C(C)(C)C)C1=CC=C(C=C1)B(O)O (4-(3,6-di-tert-butyl-9H-carbazol-9-yl)phenyl)boronic acid